C(C)(C)(C)C1N(CC[C@H]1CN1[C@H](CN(CC1)C1=CC=C2C(=NN(C2=C1)C)C1C(NC(CC1)=O)=O)C)C(=O)OC=1C(=CC=2C=CC3=CC=CC=C3C2C1)C1=C(C(=CC=C1)Cl)F 2-(3-Chloro-2-fluorophenyl)phenanthren-3-ol tert-butyl-(3S)-3-(((2S)-4-(3-(2,6-dioxopiperidin-3-yl)-1-methyl-1H-indazol-6-yl)-2-methylpiperazin-1-yl)methyl)pyrrolidine-1-carboxylate